C(C)OC(C(C(=O)OCC)=COC)=O 2-(methoxymethylene)malonic acid 1,3-diethyl ester